CC1(N(CCC1)C(=O)N[C@H](C(=O)O)CCN(CCCCC1=NC=2NCCCC2C=C1)CCOCC)C (2S)-2-[(2,2-dimethylpyrrolidine-1-carbonyl)amino]-4-[2-ethoxyethyl-[4-(5,6,7,8-tetrahydro-1,8-naphthyridin-2-yl)butyl]amino]butanoic acid